FC1=C(C=CC(=C1)N1C(N(C2=NC(=NC=C2C1)N[C@@H]1CN(C[C@H](C1)F)C)C(C)C)=O)NS(=O)(=O)CC1=CC=C(C=C1)F N-(2-fluoro-4-(7-(((3S,5S)-5-fluoro-1-methylpiperidin-3-yl)amino)-1-isopropyl-2-oxo-1,4-dihydropyrimido[4,5-d]pyrimidin-3(2H)-yl)phenyl)-1-(4-fluorophenyl)methanesulfonamide